2-[2-(3-chloro-phenyl)-2-methoxy-ethyl]-1H-imidazole ClC=1C=C(C=CC1)C(CC=1NC=CN1)OC